FC1([C@@H](O[C@@H]([C@H]1O)CO)N1C(=O)N=C(N)N=C1)F 5-aza-2',2'-Difluorodeoxycytidine